P(=O)(O)(O)OC[C@@H]1[C@H](C[C@@H](O1)N1C(=O)N=C(N)C=C1)O deoxy-cytidine-monophosphate